BrC1=C(N(C=N1)CC)C(=O)OC methyl 5-bromo-3-ethylimidazole-4-carboxylate